2-amino-4-methyl-1,3-benzothiazole-6-carboxylic acid methyl ester COC(=O)C1=CC2=C(N=C(S2)N)C(=C1)C